8-ethoxy-2-tetrahydropyran-3-yl-imidazo[1,2-a]pyrazine-6-carboxylic acid phenyl ester C1(=CC=CC=C1)OC(=O)C=1N=C(C=2N(C1)C=C(N2)C2COCCC2)OCC